ON=C1CC(C1)(C(=O)OC(C)C)C(=O)OC(C)C diisopropyl 3-hydroxyiminocyclobutane-1,1-dicarboxylate